COC(C(C1=CN(C2=CC=CC=C12)C(=O)OC)CC(CCC)C)=O α-(2-methyl-1-pentyl)-1-methoxycarbonyl-3-indoleacetic acid methyl ester